(S)-5-(2-(2-methylazetidin-1-yl)-6,7-dihydro-5H-cyclopenta[d]pyrimidin-4-yl)-1H-benzo[d]imidazole C[C@@H]1N(CC1)C=1N=C(C2=C(N1)CCC2)C2=CC1=C(NC=N1)C=C2